(R)-3-fluoro-N'-((2,4,5,6-tetrahydro-1H-cyclobuta[f]inden-3-yl)carbamoyl)-4,5,6,7-tetrahydrothieno[3,2-c]pyridine-2-sulfonimidamide FC1=C(SC2=C1CNCC2)[S@@](=O)(N)=NC(NC2=C1C(=CC=3CCCC23)CC1)=O